2-(3,4-dimethoxyphenyl)-9-methyl-7-(4-methylpiperazin-1-yl)-4H-pyrido[1,2-a]pyrimidin-4-one COC=1C=C(C=CC1OC)C=1N=C2N(C(C1)=O)C=C(C=C2C)N2CCN(CC2)C